(E)-3-(3-(4-bromo-2,5-dimethylphenyl)-2-ethyl-7-fluoro-4-oxo-3,4-dihydroquinazolin-6-yl)-N-hydroxyacrylamide BrC1=CC(=C(C=C1C)N1C(=NC2=CC(=C(C=C2C1=O)/C=C/C(=O)NO)F)CC)C